tert-butyl (2S,5S)-(2-((difluoromethoxy) methyl)-5-(4-(trifluoromethyl) phenoxy) piperidin-1-yl)carboxylate FC(OC[C@H]1N(C[C@H](CC1)OC1=CC=C(C=C1)C(F)(F)F)C(=O)OC(C)(C)C)F